BrC1=CC(=C(C=C1)N1[C@@H](CN(CC1)C(=O)OC(C)(C)C)C(=O)O)[N+](=O)[O-] (S)-1-(4-bromo-2-nitrophenyl)-4-(t-butoxycarbonyl)piperazine-2-carboxylic acid